COC1=CC=C(C=C1)N1N=C2C(=C1C(=O)OCC)COCC2 ethyl 2-(4-methoxyphenyl)-2,4,6,7-tetrahydropyrano[4,3-c]pyrazole-3-carboxylate